S1C(=CC=C1)C1=CC=2C(C3=CC(=CC=C3C2C=C1)C=1SC=CC1)(CCCCCC)CCCCCC 2,7-di(2-thienyl)-9,9-dihexylfluorene